O=C1NC(CC[C@@H]1N1C(C2=CC=C(C=C2C1)N1CCN(CC1)CC1CCN(CC1)C1=CC=C(C=N1)C1(N(CC(NC1)C)C(=O)N)C)=O)=O (6-(4-((4-(2-((S)-2,6-dioxopiperidin-3-yl)-1-oxoisoindolin-5-yl)piperazin-1-yl)methyl)piperidin-1-yl)pyridin-3-yl)-2,5-dimethylpiperazine-1-carboxamide